3-[2-(2-carboxyethylamino)-ethylamino]-propanoic acid C(=O)(O)CCNCCNCCC(=O)O